5-(hydroxymethyl)-8-[4-(trifluoromethoxy)phenyl]imidazo[1,2-a]pyridine-6-carbonitrile OCC1=C(C=C(C=2N1C=CN2)C2=CC=C(C=C2)OC(F)(F)F)C#N